CN(S(=O)(=O)C1=CC(=CC=C1)S(=O)(=O)N)C N1,N1-dimethylbenzene-1,3-disulfonamide